ClC1=CC=C2C(=C(N(C2=C1F)C=1C=NN(C1)CCC)C#N)SC1=CC=CC(=N1)C(=O)O 6-((6-chloro-2-cyano-7-fluoro-1-(1-propyl-1H-pyrazol-4-yl)-1H-indol-3-yl)thio)picolinic acid